C(#N)C=1N=CC(=NC1)NC1=CC(=C(N=N1)C(=O)NC1=CC=CC=C1)NCC1CCNCC1 6-(5-cyanopyrazin-2-ylamino)-N-phenyl-4-(piperidin-4-ylmethylamino)pyridazine-3-carboxamide